C(C=CC=CC=CC=CC=CC=CCCCCCCCCC)(=O)C1(OCC(O1)CCO)C(C=CC=CC=CC=CC=CC=CCCCCCCCCC)=O 2,2-Didocosahexaenoyl-4-(2-hydroxyethyl)-[1,3]-dioxolane